C1=NC=C(C2=CC=CC=C12)N[C@@H]1CN(CC1)CC(=O)N1[C@@H](CCC1)C#N (S)-1-(2-((S)-3-(isoquinolin-4-ylamino)pyrrolidin-1-yl)acetyl)pyrrolidine-2-carbonitrile